(S)-N-((S)-6-fluoro-8-methyl-4-oxo-2,3,4,5-tetrahydrobenzo[b][1,4]oxazepin-3-yl)-5-(trifluoromethyl)-4,5,6,7-tetrahydro-1H-indazole-3-carboxamide FC1=CC(=CC=2OC[C@@H](C(NC21)=O)NC(=O)C2=NNC=1CC[C@@H](CC21)C(F)(F)F)C